(R)-2-((1-(2-amino-[1,2,4]triazolo[1,5-a]pyrazin-8-yl)pyrrolidin-3-yl)amino)-4-methoxypyrimidine-5-carbonitrile NC1=NN2C(C(=NC=C2)N2C[C@@H](CC2)NC2=NC=C(C(=N2)OC)C#N)=N1